COC(C1=C(N=C(C(=C1N)Br)C1CCCC1)C1=CC=C(C=C1)CNC(C1=C(C=CC(=C1)F)OC)=O)=O 4-amino-5-bromo-6-cyclopentyl-2-(4-((5-fluoro-2-methoxybenzoylamino)methyl)phenyl)nicotinic acid methyl ester